Racemic-N-(1-(6,7-difluoro-1-methoxyisoquinolin-4-yl)ethyl)-3-fluoro-N-methyl-4-(trifluoromethyl)benzamide FC=1C=C2C(=CN=C(C2=CC1F)OC)[C@@H](C)N(C(C1=CC(=C(C=C1)C(F)(F)F)F)=O)C |r|